C(C)C(C(=O)OC(C)CCCC)CCCC 2-butyl-2-ethyl 2-ethylhexanoate